ClC1=NC(=C2C(=N1)N(N=C2)[C@H]2[C@@H]([C@@H]([C@H](O2)CO[C@H](COC)P(O)(O)=O)O)O)NC2CCCC2 ((S)-1-(((2R,3S,4R,5R)-5-(6-chloro-4-(cyclopentylamino)-1H-pyrazolo[3,4-d]pyrimidin-1-yl)-3,4-dihydroxytetrahydrofuran-2-yl)methoxy)-2-methoxyethyl)phosphonic acid